FC(C1=CC=C(C=C1)N1CC2N(CCN(C2)C(=O)OC(C)(C)C)C=C1)(F)F tert-butyl 8-(4-(trifluoromethyl) phenyl)-1,3,4,8,9,9a-hexahydro-2H-pyrazino[1,2-a]pyrazine-2-carboxylate